(6R)-5-oxo-6-({2-[2-(trifluoromethoxy)phenyl][1,2,4]triazolo[1,5-c]quinazolin-5-yl}amino)-1,4-diazacycloheptane-1-carboxylic acid phenylmethyl ester C1(=CC=CC=C1)COC(=O)N1CCNC([C@@H](C1)NC1=NC=2C=CC=CC2C=2N1N=C(N2)C2=C(C=CC=C2)OC(F)(F)F)=O